phenyl[phenyl(Terphenylyl)triazinyl]indenocarbazole C1(=CC=CC=C1)C=1C(=C2C=C3C(=CC=C4C=5C=CC=CC5N=C34)C2=CC1)C1=NN=NC(=C1C1=C(C=CC=C1)C=1C(=CC=CC1)C1=CC=CC=C1)C1=CC=CC=C1